7-[4-(3-pyridyl)-4-hydroxybut-1-yl]guanine N1=CC(=CC=C1)C(CCCN1C=NC=2N=C(NC(C12)=O)N)O